S(=O)(=O)([O-])[O-].C(CCCCCCC)[Sn+2]CCCCCCCC dioctyl-tin sulfate